6,7-dimethylimidazo[1,2-a]pyrimidine-2-carboxylic acid CC=1C(=NC=2N(C1)C=C(N2)C(=O)O)C